1,3-diphenyl-pyrimidine-2,4,6-trione C1(=CC=CC=C1)N1C(N(C(CC1=O)=O)C1=CC=CC=C1)=O